SCCC=1S(C=CC1)CCCS (2-mercaptoethyl)thiol-1-propanthiol